FC=1C=CC(=C2C=CN(C(C12)=O)C)OC 8-Fluoro-5-methoxy-2-methyl-isoquinolin-1-one